[Si](C)(C)(C(C)(C)C)OC=1C=C(C2=C(C=CC=C2C1)Cl)C1=C(C=2N=C(N=C(C2C=N1)N1C[C@H]2CC[C@@H](C1)N2C(=O)OC(C)(C)C)OC)F tert-butyl (1R,5S)-3-(7-(3-((tert-butyldimethylsilyl)oxy)-8-chloronaphthalen-1-yl)-8-fluoro-2-methoxypyrido[4,3-d]pyrimidin-4-yl)-3,8-diazabicyclo[3.2.1]octane-8-carboxylate